2-((S)-1-cyclopropylethylamino)-4-((1R,3R,4R)-3-hydroxy-4-methylcyclohexylamino)pyrimidine-5-carboxamide C1(CC1)[C@H](C)NC1=NC=C(C(=N1)N[C@H]1C[C@H]([C@@H](CC1)C)O)C(=O)N